2-bromo-6-(cyclobutylidenemethyl)pyridine BrC1=NC(=CC=C1)C=C1CCC1